ClC1=C(C=C(C=C1)C(CN1N=C(C(=C1C(=O)OCC)C1C(C1)(F)F)C(=O)OCC)=O)C Diethyl 1-[2-(4-chloro-3-methylphenyl)-2-oxoethyl]-4-(2,2-difluorocyclopropyl)-1H-pyrazole-3,5-dicarboxylate